Cl.Cl.C[C@H]1CN(CCC1)C1CCNCCC1 4-[(3R)-3-methylpiperidin-1-yl]Azepane dihydrochloride